C(C)OS(=O)(=O)[O-].C(C=C)C(C[NH2+]CCO)CC=C diallylethyl-(hydroxyethyl)ammonium ethyl-sulfate